N-[[5-[5-(difluoromethyl)-1,3,4-oxadiazol-2-yl]-2-pyridyl]methyl]-N-(4-fluorophenyl)thiomorpholin-4-sulfonamide FC(C1=NN=C(O1)C=1C=CC(=NC1)CN(S(=O)(=O)N1CCSCC1)C1=CC=C(C=C1)F)F